2-(4-methylphenyl)-2,3-naphthyridin-1-one CC1=CC=C(C=C1)N1C(C2=CC=CC=C2C=N1)=O